C(C)(C)N1CCC(CC1)CNC(=O)NC=1C=NC(=C(C1)[N+](=O)[O-])C ((1-isopropylpiperidin-4-yl)methyl)-3-(6-methyl-5-nitropyridin-3-yl)urea